C(C)(C)(C)OC(NCC1=C(C(=CC=C1)Cl)C=1SC(=CC1)C(C)NC1=NC(=NC2=CC(=C(C=C12)OC)OC)C)=O tert-butyl[3-chloro-2-(5-{1-[(6,7-dimethoxy-2-methylquinazolin-4-yl)amino]ethyl}thiophen-2-yl)benzyl]carbamate